3-hydroxy-1-adamantanamine OC12CC3(CC(CC(C1)C3)C2)N